5-(isocyanato-methyl)oxazole N(=C=O)CC1=CN=CO1